ClC1=CC(=C2C(=CN(C2=C1)C#C[Si](C(C)C)(C(C)C)C(C)C)C=1C=NN(C1)C1OCCCC1)NC(OC(C)(C)C)=O tert-butyl N-[6-chloro-3-(1-tetrahydropyran-2-ylpyrazol-4-yl)-1-(2-triisopropylsilylethynyl)indol-4-yl]carbamate